COC12CC(C1)(C2)C(=O)NC=2SC(=CN2)OC=2C=NC(=NC2)N2CCCCC2 3-methoxy-N-(5-((2-(piperidin-1-yl)pyrimidin-5-yl)oxy)thiazol-2-yl)bicyclo[1.1.1]pentane-1-carboxamide